C(CC)(=O)O.C(CCCCCCCCCCCCCCCCC)C1=CC(=C(C(=C1)C(C)(C)C)O)C(C)(C)C octadecyl-3,5-bis(1,1-dimethylethyl)-4-hydroxy-benzene propionate